1,4-bis-(4-(2-hydroxyethyl)phenylamino)-anthraquinone OCCC1=CC=C(C=C1)NC1=CC=C(C=2C(C3=CC=CC=C3C(C12)=O)=O)NC1=CC=C(C=C1)CCO